C(C)(C)(C)OC(=O)N(C1=NN(C2=CC(=CC=C12)C(=O)OC)C)CCOC methyl 3-[(tert-butoxycarbonyl)(2-methoxyethyl)amino]-1-methylindazole-6-carboxylate